FC=1C(=NC=C(C1)F)CN1N=C2N([C@@H](CCC2)C(=O)O)C1=O (5S)-2-[(3,5-Difluoropyridin-2-yl)methyl]-3-oxo-2,3,5,6,7,8-hexahydro[1,2,4]triazolo[4,3-a]pyridine-5-carboxylic acid